3-((3-((tert-butyl(dimethyl)silyl)oxymethyl)phenoxy)methyl)-4-methoxy-benzoic acid methyl ester COC(C1=CC(=C(C=C1)OC)COC1=CC(=CC=C1)CO[Si](C)(C)C(C)(C)C)=O